((6-chloro-4-((3-cyano-2-methoxyphenyl)amino)pyridazine-3-carbonyl)oxy)zinc ClC1=CC(=C(N=N1)C(=O)O[Zn])NC1=C(C(=CC=C1)C#N)OC